CC=1C=C(CN2CC3=CC(=CC(=C3C2)[C@H]2N(CCC2)C(=O)[O-])C=2C=C3C(=NC2)NC=C3C)C=C(N1)C (S)-2-(2-(2,6-dimethylisonicotinyl)-6-(3-methyl-1H-pyrrolo[2,3-b]pyridine-5-yl)isoindolin-4-yl)pyrrolidine-1-carboxylate